(R)-1-(3-fluorophenyl)ethyl (1-methyl-4-(6-methyl-5-(oxetane-3-sulfonamido)pyridin-2-yl)-1H-1,2,3-triazol-5-yl)carbamate CN1N=NC(=C1NC(O[C@H](C)C1=CC(=CC=C1)F)=O)C1=NC(=C(C=C1)NS(=O)(=O)C1COC1)C